5-amino-7-(3-chlorophenyl)-3-(4-chlorophenyl)-7H-thiazolo[3,2-a]pyrimidine-6-carbonitrile NC1=C(C(N=C2N1C(=CS2)C2=CC=C(C=C2)Cl)C2=CC(=CC=C2)Cl)C#N